NC=1C2=C(SC1C(=O)NC1CC(CCC1)C(F)(F)F)C=C(C=C2)C(F)(F)F 3-amino-6-(trifluoromethyl)-N-(3-(trifluoromethyl)cyclohexyl)benzo[b]thiophene-2-carboxamide